octyl 7-(2-((3-((2-hexyldecyl)oxy)-3-oxopropyl)thio)ethyl)-2-methyl-14-((3-(octyloxy)-3-oxopropyl)thio)-6,9-dioxo-17-thia-2,5,8-triazaicosan-20-oate C(CCCCC)C(COC(CCSCCC(C(NCCN(C)C)=O)NC(CCCCC(CCSCCC(=O)OCCCCCCCC)SCCC(=O)OCCCCCCCC)=O)=O)CCCCCCCC